1-(3-amino-3-vinyl-azetidin-1-yl)ethanone NC1(CN(C1)C(C)=O)C=C